Tert-butyl 4-(4-(5-((5-chloro-4-((2-(dimethylphosphoryl)phenyl)amino)pyrimidin-2-yl)amino)-1H-indazol-3-yl) phenyl)piperazine-1-carboxylate ClC=1C(=NC(=NC1)NC=1C=C2C(=NNC2=CC1)C1=CC=C(C=C1)N1CCN(CC1)C(=O)OC(C)(C)C)NC1=C(C=CC=C1)P(=O)(C)C